C(#C)C=1C=C2C=C(C=NC2=CC1)NC1=NC(=NC=C1)NC1=CC(=C(C=C1)OC1CC(C1)N(C)C)OC 4-(6-ethynyl-3-quinolylamino)-2-{3-methoxy-4-[(1s,3s)-3-(dimethylamino)cyclobutoxy]phenylamino}pyrimidine